C(C)OC(=O)C1=C(N=C(N1OCC1=CC=CC=C1)C1=CC(=CC=C1)C#N)C 1-(benzyloxy)-2-(3-cyanophenyl)-4-methyl-1H-imidazole-5-carboxylic acid ethyl ester